ClC1=C(C(=CC=C1Cl)OCOCC[Si](C)(C)C)C1CC(NC1)=N 4-(2,3-Dichloro-6-((2-(trimethylsilyl)ethoxy)methoxy)phenyl)pyrrolidine-2-imine